FC(OC1=NC2=CC(=CC(=C2N=C1)C=1SC2=C(N1)C(=CC(=C2)OCCNS(=O)(=O)C2=CC=CC=C2)F)C)F N-(2-(2-(2-(difluoromethoxy)-7-methylquinoxalin-5-yl)-4-fluorobenzo[d]thiazol-6-yloxy)ethyl)benzenesulfonamide